C(C)(C)C1CCC(C(C1)CCC1OCCO1)=C 2-[2-(5-isopropyl-2-methylene-cyclohexyl)ethyl]-1,3-dioxolane